C(C)(C)(C)OC(=O)N(C([C@H]1NCCC1)=O)C[C@H](CC1(CCCC1)C(=O)N[C@@H](COCC1=CC=CC=C1)C(=O)O)C(=O)OC(C)(C)C N-(1-(3-(N-tert-butoxycarbonyl-(S)-prolinamido)-2(S)-tert-butoxy-carbonylpropyl)cyclopentanecarbonyl)-O-benzyl-(S)-serine